N-(4-imidazol-1-ylphenyl)benzamide N1(C=NC=C1)C1=CC=C(C=C1)NC(C1=CC=CC=C1)=O